ClC1=NC2=CC=C(C=C2C=C1C=NO)CC 2-chloro-6-ethylquinoline-3-aldoxime